1-(4-((1R,5S)-3,8-diazabicyclo[3.2.1]octan-3-yl)-2-(((S)-1-methylpyrrolidin-2-yl)methoxy)quinazolin-7-yl)-8-methyl-1,2,3,4-tetrahydroquinolin-3-ol [C@H]12CN(C[C@H](CC1)N2)C2=NC(=NC1=CC(=CC=C21)N2CC(CC1=CC=CC(=C21)C)O)OC[C@H]2N(CCC2)C